4-(pyridin-4-yl)-1,4-dihydro-5H-tetrazol-5-one N1=CC=C(C=C1)N1N=NNC1=O